CC=1C=C(C=CC1C1(CC(=C(C2=CC=CC=C12)NC(C(F)(F)F)=O)\N=N\[H])S(=O)(=O)O)C1=CC(=C(C=C1)C1(CC(=C(C2=CC=CC=C12)NC(C(F)(F)F)=O)\N=N\[H])S(=O)(=O)O)C 1,1'-(3,3'-dimethyl[1,1'-biphenyl]-4,4'-diyl)bis{4-trifluoroacetylamino-3-[(E)-diazenyl]naphthalene-1-sulfonic acid}